3-propanoic acid, sulfosuccinimidyl ester CCC(=O)ON1C(C(CC1=O)S(=O)(=O)O)=O